glyceryl-stearate C(C(O)CO)OC(CCCCCCCCCCCCCCCCC)=O